CC1=CC=C(NC(=O)OC=O)C=C1 formyl p-methylanilineformate